C12CN(C(CC1)C2)CC(=O)NC=2C=C(C(=NC2)C)NC(=O)C=2N=NN1C2C=CC(=C1)C=1C=NN(C1)C N-[5-[[2-(3-azabicyclo[2.2.1]heptan-3-yl)acetyl]amino]-2-methyl-3-pyridyl]-6-(1-methylpyrazol-4-yl)triazolo[1,5-a]pyridine-3-carboxamide